tert-Butyl (2S,4R)-2-((1H-1,2,3-triazol-1-yl)methyl)-4-(5-(4-fluoro-3-(trifluoromethoxy)phenyl)oxazole-2-carboxamido)pyrrolidine-1-carboxylate N1(N=NC=C1)C[C@H]1N(C[C@@H](C1)NC(=O)C=1OC(=CN1)C1=CC(=C(C=C1)F)OC(F)(F)F)C(=O)OC(C)(C)C